ClC1=NC=C(C(=C1)N)I 2-chloro-5-iodopyridin-4-amine